3-methyl-1,4-diphenyl-5-propyl-1H-pyrazole CC1=NN(C(=C1C1=CC=CC=C1)CCC)C1=CC=CC=C1